[Cl-].[Ho+3].[Cl-].[Cl-] holmium chloride